Indol-1-amine 2,2,2-trifluoroacetate FC(C(=O)O)(F)F.N1(C=CC2=CC=CC=C12)N